Cl.CC1=CC(=C(N=N1)Cl)N 6-Methyl-4-amino-3-chloropyridazine hydrochloride